(hydroxymethyl-glutaryl)coenzyme A OCC(C(=O)SCCNC(CCNC([C@@H](C(COP(OP(OC[C@@H]1[C@H]([C@H]([C@@H](O1)N1C=NC=2C(N)=NC=NC12)O)OP(=O)(O)O)(=O)O)(=O)O)(C)C)O)=O)=O)CCC(=O)O